4-Bromo-6-phenyldibenzo[b,d]furan BrC1=CC=CC2=C1OC1=C2C=CC=C1C1=CC=CC=C1